COC1=CC=C(CN2C(C=3N(C=C2C)C(=NC3)[C@@]3([C@H]2CC[C@@H](C3)O2)C)=O)C=C1 |r| racemic-7-(4-methoxybenzyl)-6-methyl-3-((1R,2R,4S)-2-methyl-7-oxabicyclo[2.2.1]heptan-2-yl)imidazo[1,5-a]pyrazin-8(7H)-one